(±)-1-[1-(6-{[1-(cyclopropylmethyl)-3-(4-fluorophenyl)-4-methyl-1H-pyrazol-5-yl]amino}pyrimidin-4-yl)-3,5-dimethyl-1H-pyrazol-4-yl]propan-1-ol C1(CC1)CN1N=C(C(=C1NC1=CC(=NC=N1)N1N=C(C(=C1C)[C@@H](CC)O)C)C)C1=CC=C(C=C1)F |r|